C(C\C=C/CCCC)OC(CCC(=O)O)OCC\C=C/CCCC 4,4-bis(((Z)-oct-3-en-1-yl)oxy)butanoic acid